C(C)(=O)OCCCCCCCC\C=C/CC (Z)-9-dodecene-1-ol acetate